tetrathianonane SSSSCCCCC